silver-Nickel-Potassium [K].[Ni].[Ag]